neodymium oleic acid C(CCCCCCC\C=C/CCCCCCCC)(=O)O.[Nd]